(S)-N-(5-Cyano-5-azaspiro[2.4]heptan-7-yl)-5-(2-phenoxyphenyl)-1H-pyrazol-3-carboxamid C(#N)N1CC2(CC2)[C@@H](C1)NC(=O)C1=NNC(=C1)C1=C(C=CC=C1)OC1=CC=CC=C1